(S)-3-(5-(3,5-difluorophenyl)-3-oxo-6,7-dihydro-3H-pyrrolo[2,1-c][1,2,4]triazol-2(5H)-yl)-N-(thiophen-2-ylmethyl)bicyclo[1.1.1]pentane-1-carboxamide FC=1C=C(C=C(C1)F)[C@@H]1CCC2=NN(C(N21)=O)C21CC(C2)(C1)C(=O)NCC=1SC=CC1